2-(4-(3-Ethoxy-4-(7-oxo-6,7-dihydro-3H-[1,2,3]triazolo[4,5-d]pyrimidin-5-yl)phenyl)-1H-pyrazol-1-yl)acetic acid C(C)OC=1C=C(C=CC1C=1NC(C2=C(N1)NN=N2)=O)C=2C=NN(C2)CC(=O)O